8-chloro-7-iodo-N,N-dimethylimidazo[1,2-a]Pyridine-2-carboxamide ClC=1C=2N(C=CC1I)C=C(N2)C(=O)N(C)C